3-fluoro-pyrrolidine-1-sulfonylamine hydrochloride Cl.FC1CN(CC1)S(=O)(=O)N